C(C)(C)(C)OC(=O)N1CC(N(CC1)C=1C2=C(N=CN1)N(C=C2C(=O)O)C2=CC(=CC=C2)Cl)C 4-(4-(tert-butoxycarbonyl)-2-methylpiperazin-1-yl)-7-(3-chlorophenyl)-7H-pyrrolo[2,3-d]pyrimidine-5-carboxylic acid